C(CCCCCCC)[Si](OCC)(OCC)OCC octyltrieth-oxysilane